ethyl 5,6-diphenyl-1,2,4-triazine-3-carboxylate C1(=CC=CC=C1)C=1N=C(N=NC1C1=CC=CC=C1)C(=O)OCC